NC=1N=NC(=CC1N1C[C@H]2CC[C@@H](C1)N2C2=C(OCCN1CCN(CC1)C(=O)OCC1=CC=CC=C1)C=CC=C2)Cl benzyl 4-(2-(2-((1R,5S)-3-(3-amino-6-chloropyridazin-4-yl)-3,8-diazabicyclo[3.2.1]octan-8-yl)phenoxy)ethyl)piperazine-1-carboxylate